ClC=1C=C(CNC(=O)C2(CCOCC2)C=2C=C3C=NN(C3=CC2)C2OCCCC2)C=C(C1C1C(NC(CC1)=O)=O)Cl N-(3,5-dichloro-4-(2,6-dioxopiperidin-3-yl)benzyl)-4-(1-(tetrahydro-2H-pyran-2-yl)-1H-indazol-5-yl)tetrahydro-2H-pyran-4-carboxamide